N1C(CC1)CCC[C@@]12C(CC[C@H]1[C@@H]1[C@@H]([C@@H](C3CCCC[C@]3(C)[C@H]1CC2)CO)O)=O [2-(azetidin-2-yl)ethyl]-6alpha-hydroxymethyl-7alpha-hydroxyandrostan-17-one